CC(CCC=CCO)CC 6-methyl-2-octen-1-ol